COCCNS(=O)(=O)N N-(2-methoxyethyl)sulfamide